COC=1C=C2CCN(CC2=CC1NC1=NC=C2C(=N1)N(N=C2)C2CC(C2)(C(=O)N)C)C trans-3-[6-[(6-methoxy-2-methyl-3,4-dihydro-1H-isoquinolin-7-yl)amino]pyrazolo[3,4-d]pyrimidin-1-yl]-1-methyl-cyclobutanecarboxamide